CN(CCCCCCCCCC)C N,N-dimethyldecan-1-amine